BrC=1C(=C(C=C2CCCC12)C(C)=O)O 1-(7-Bromo-6-hydroxy-2,3-dihydro-1H-inden-5-yl)ethan-1-one